3-(9H-fluoren-9-ylmethoxycarbonylamino)propanoic acid C1=CC=CC=2C3=CC=CC=C3C(C12)COC(=O)NCCC(=O)O